((4-((2-((2,4-Dichlorophenoxy)methyl)pyridin-4-yl)methylene)piperidin-1-yl)methyl)-1-((1-ethyl-1H-imidazol-5-yl)methyl)-1H-benzo[d]imidazole-6-carboxylic acid ClC1=C(OCC2=NC=CC(=C2)C=C2CCN(CC2)CC2=NC3=C(N2CC2=CN=CN2CC)C=C(C=C3)C(=O)O)C=CC(=C1)Cl